COC1=CC=C(C=C1)C(OC[C@]1(O[C@H](CN(C1)C(C)C)N1C(NC(C=C1)=O)=O)CO[Si](C(C)C)(C(C)C)C(C)C)(C1=CC=CC=C1)C1=CC=C(C=C1)OC 1-[(2R,6S)-6-[[bis(4-methoxyphenyl)-phenyl-methoxy]methyl]-4-isopropyl-6-(triisopropylsilyloxymethyl)morpholin-2-yl]pyrimidine-2,4-dione